tris(ethylmethylamide) (3-methylpyrazolate) titanium [Ti+4].CC1(N=NC=C1)C(=O)[O-].C(C)[N-]C.C(C)[N-]C.C(C)[N-]C